NC=1C=C(C=C(C1)C(F)(F)F)[C@@H](C)NC=1C2=C(N=C(N1)C)N=C(C(=C2)Br)Cl (R)-N-(1-(3-amino-5-(trifluoromethyl)phenyl)ethyl)-6-bromo-7-chloro-2-methylpyrido[2,3-d]pyrimidin-4-amine